(11as,11br)-N-(3-chloro-2-fluorobenzyl)-5-hydroxy-4,6-dioxo-1,2,4,6,9,10,11a,11b-octahydro-8H-[1,3]oxazino[2',3':3,4]pyrazino[2,1,6-cd]indolizine-3-carboxamide ClC=1C(=C(CNC(=O)C=2C(C(=C3N4[C@H](CCC24)[C@H]2N(C3=O)CCCO2)O)=O)C=CC1)F